trans-7-methylguanosine triphosphate P(O)(=O)(OP(=O)(O)OP(=O)(O)O)OC[C@@H]1[C@H]([C@H]([C@@H](O1)N1C=[N+](C=2C(=O)NC(N)=NC12)C)O)O